C(C)(C)(C)N1N=CC(=C1)NC(CC1=CC(=C(C=C1)OC1=CC=NC2=CC=C(C=C12)S(=O)(=O)C1CCC1)C)=O N-(1-(tert-butyl)-1H-pyrazol-4-yl)-2-(4-((6-(cyclobutylsulfonyl)quinolin-4-yl)oxy)-3-methylphenyl)acetamide